CC1N(CC1C=1C=NC=CC1)C(=O)OC(C)(C)C tert-butyl 2-methyl-3-(pyridin-3-yl)azetidine-1-carboxylate